N(=C=O)CCCC(CCCC)CCCN=C=O 1-isocyanatomethyl-3-(3-isocyanatopropyl)-heptane